(S)-4-(2-cyclopropyl-6-(4-((3-methylpiperidin-1-yl)methyl)-2-oxobenzo[cd]indol-1(2H)-yl)pyridin-4-yl)-3-(4-methyl-4H-1,2,4-triazol-3-yl)benzonitrile C1(CC1)C1=NC(=CC(=C1)C1=C(C=C(C#N)C=C1)C1=NN=CN1C)N1C(C2=C3C(C=CC=C13)=CC(=C2)CN2C[C@H](CCC2)C)=O